propane palladium dichloride [Pd](Cl)Cl.CCC